Cl.Cl.C1(=CC(=CC=C1)C[C@H](C(=O)O)[C@@H]1CNCC1)C[C@H](C(=O)O)[C@@H]1CNCC1 (2S,2'S)-3,3'-(1,3-Phenylene)bis(2-((R)-pyrrolidin-3-yl)propanoic acid) dihydrochloride